The molecule is tetraanion of trans-dodec-2-enoyl-CoA arising from deprotonation of phosphate and diphosphate functions. It has a role as a human metabolite and a Saccharomyces cerevisiae metabolite. It is a conjugate base of a trans-dodec-2-enoyl-CoA. CCCCCCCCC/C=C/C(=O)SCCNC(=O)CCNC(=O)[C@@H](C(C)(C)COP(=O)([O-])OP(=O)([O-])OC[C@@H]1[C@H]([C@H]([C@@H](O1)N2C=NC3=C(N=CN=C32)N)O)OP(=O)([O-])[O-])O